N[C@@H](C)C(=O)N1[C@@H]2[C@](CCC1)([C@H](NC2)C(=O)O)CCCB(O)O (4aR,5S,7aR)-1-(L-alanyl)-4a-(3-boronopropyl)octahydro-1H-pyrrolo[3,4-b]pyridine-5-carboxylic acid